OC(CC=O)CC 3-hydroxypentan-1-one